[N+](=O)([O-])C1=CC=C(C=C1)OC(=O)Cl chloroformic acid-4-nitrophenyl ester